N-(2-(3-(tert-Butyl)-2-fluoro-6-hydroxybenzoyl)-1,2,3,4-tetrahydroisoquinolin-7-yl)-N-methylacrylamide C(C)(C)(C)C=1C(=C(C(=O)N2CC3=CC(=CC=C3CC2)N(C(C=C)=O)C)C(=CC1)O)F